BrC1=C2C=3CC4(OCCO4)CC(C3NC2=C(C(=C1)Cl)Cl)CC(=O)OCC ethyl 2-(5-bromo-7,8-dichloro-1,2,4,9-tetrahydrospiro[carbazole-3,2'-[1,3]dioxolan]-1-yl)acetate